S(C1[C@H](O)[C@@H](O)[C@@H](O)[C@H](O1)CO)C(C)C isopropyl thio-d-galactopyranoside